C1(CC1)N1CCN(CC1)C1CCN(CC1)C1=NC(=C(C=C1NC(C=C)=O)NC1=NC=NC(=C1)N1OCC[C@@H]1C1=CC(=CC=C1)OC1=CC=CC=C1)OC (R)-N-(2-(4-(4-cyclopropylpiperazin-1-yl)piperidin-1-yl)-6-meth-oxy-5-((6-(3-(3-phenoxyphenyl)-isoxazolidin-2-yl)-pyrimidin-4-yl)-amino)pyridin-3-yl)acrylamide